racemic-2-amino-3-phenyl-propanol N[C@@H](CO)CC1=CC=CC=C1 |r|